methyl 1-methyl-6-(4-{3-[1-(oxan-2-yl)-1H-pyrazol-4-yl]pyrrolidin-1-yl}pyrimidin-2-yl)-1H-indole-2-carboxylate CN1C(=CC2=CC=C(C=C12)C1=NC=CC(=N1)N1CC(CC1)C=1C=NN(C1)C1OCCCC1)C(=O)OC